ClC1=CC=C2C(=C(N(C2=C1F)C=1C=NN(C1)CC)C1CC1)SC=1C(=C(C(=O)[O-])C=CC1)F (6-chloro-2-cyclopropyl-1-(1-ethyl-1H-pyrazol-4-yl)-7-fluoro-1H-indol-3-yl thio)-2-fluorobenzoate